C(C)(C)N1CCN(CC1)C(=O)OC(C)(C)C tert-Butyl 4-isopropylpiperazine-1-carboxylate